(1r,3r)-3-(4-fluoro-3-(trifluoromethyl)phenoxy)-N-((6-fluoroisoquinolin-5-yl)methyl)cyclobutan-1-amine FC1=C(C=C(OC2CC(C2)NCC2=C3C=CN=CC3=CC=C2F)C=C1)C(F)(F)F